4-(2,3-difluoro-4-sulfamoylphenyl)sulfonylpiperidine-1-carboxylic acid tert-butyl ester C(C)(C)(C)OC(=O)N1CCC(CC1)S(=O)(=O)C1=C(C(=C(C=C1)S(N)(=O)=O)F)F